3-Ethyl-5-fluoro-2-(4,4,5,5-tetramethyl-1,3,2-dioxaborolan-2-yl)phenol C(C)C=1C(=C(C=C(C1)F)O)B1OC(C(O1)(C)C)(C)C